1-[2-(1-methyl-2-oxo-2,3-dihydro-1H-indol-3-yl)acetyl]pyrrolidine-2-carboxamide CN1C(C(C2=CC=CC=C12)CC(=O)N1C(CCC1)C(=O)N)=O